N1N=CC2=CC(=CC=C12)[C@H]1N(C[C@@H](CC1)C)C(C(=O)NC1=NC=CC=C1C(=O)N)=O [[2-[(2S,5R)-2-(1H-indazol-5-yl)-5-methyl-1-piperidyl]-2-oxo-acetyl]amino]pyridine-3-carboxamide